[Si](C)(C)(C(C)(C)C)O[C@@H]1[C@@H](O[C@@H]([C@@H](C1)O[Si](C)(C)C(C)(C)C)CO)[C@@H](C)CC(C[C@@H]([C@@H](\C=C\I)OCC1=CC=C(C=C1)OC)C)=O (2S,6S,7S,E)-2-((2S,3S,5R,6R)-3,5-di((tert-butyldimethylsilyl)oxy)-6-(hydroxymethyl)tetrahydro-2H-pyran-2-yl)-9-iodo-7-((4-methoxybenzyl)oxy)-6-methylnon-8-en-4-one